ClC=1C(=C(C=CC1)N1N=C(C=C1C=1C=NC=C(C1)F)OC(C(=O)OC)OC)F Methyl {[1-(3-chloro-2-fluorophenyl)-5-(5-fluoropyridin-3-yl)-1H-pyrazol-3-yl]oxy}(methoxy)acetate